ClC1=NC=CC(=C1)C1=CN(C2=CN=CC=C21)C2CCOCC2 3-(2-chloropyridin-4-yl)-1-(tetrahydro-2H-pyran-4-yl)-1H-pyrrolo[2,3-c]pyridine